(Z)-2-(5-fluoro-1-(4-(4-fluorophenoxy)benzylidene)-2-methyl-1H-inden-3-yl)ethan-1-ol FC=1C=C2C(=C(/C(/C2=CC1)=C/C1=CC=C(C=C1)OC1=CC=C(C=C1)F)C)CCO